C(C)(C)(C)C1=CC=C(C(=O)NC(NC2=C(C=CC=C2Br)Br)=S)C=C1 4-(tert-butyl)-N-((2,6-dibromophenyl)thiocarbamoyl)benzamide